tetraethyl-1-(tert-butyl)-1H-pyrrole-2,3,4,5-tetracarboxylic acid C(C)OC(=O)C1=C(C(=C(N1C(C)(C)C)C(=O)OCC)C(=O)OCC)C(=O)OCC